5-((3-fluoro-4-methoxybenzyl)amino)-N-((1-hydroxycyclopropyl)methyl)-2-morpholinobenzamide FC=1C=C(CNC=2C=CC(=C(C(=O)NCC3(CC3)O)C2)N2CCOCC2)C=CC1OC